(5-{[2-(4-isopropylphenyl)imidazo[1,2-a]pyrimidin-3-yl]methyl}-2,5-diazabicyclo[2.2.2]oct-2-yl)(6-methoxypyridin-2-yl)methanone C(C)(C)C1=CC=C(C=C1)C=1N=C2N(C=CC=N2)C1CN1C2CN(C(C1)CC2)C(=O)C2=NC(=CC=C2)OC